C(C)(C)OC(CCCCCCCCCC)=O undecanoic acid isopropyl ester